2-(5-butyl-3,6-dimethoxypyridin-2-yl)ethan-1-amine C(CCC)C=1C=C(C(=NC1OC)CCN)OC